3-fluoro-5-(8,9,10,11-tetrahydro-3H-pyrazolo[4,3-a]phenanthridin-7-yl)phenol FC=1C=C(C=C(C1)C1=NC2=CC=C3C(=C2C=2CCCCC12)C=NN3)O